ONC1=NC(N([C@H]2[C@H](O)C=C(CO)O2)C=C1)=O 3',4'-didehydro-3'-deoxy-4-N-hydroxycytidine